C(N)(=O)C1(CN(C1)C1=C2C(=NC=C1)N(N=C2C2CN(C2)C(=O)OC(C)(C)C)C2=CC=C(C=C2)OC(F)(F)F)F tert-butyl 3-(4-(3-carbamoyl-3-fluoroazetidin-1-yl)-1-(4-(trifluoromethoxy)phenyl)-1H-pyrazolo[3,4-b]pyridin-3-yl)azetidine-1-carboxylate